(R)-4-((2-(((6-chloropyridin-2-yl)(1-methylcyclopentyl)methyl)amino)-3,4-dioxocyclobut-1-en-1-yl)amino)-3-hydroxy-N,N-dimethylpicolinamide ClC1=CC=CC(=N1)[C@@H](C1(CCCC1)C)NC1=C(C(C1=O)=O)NC1=C(C(=NC=C1)C(=O)N(C)C)O